2-(6-{5-chloro-2-[(oxan-4-yl)amino]pyrimidin-4-yl}-1-oxo-2,3-dihydro-1H-isoindol-2-yl)-N-(1-cyclopropyl-2-hydroxyethyl)acetamide ClC=1C(=NC(=NC1)NC1CCOCC1)C1=CC=C2CN(C(C2=C1)=O)CC(=O)NC(CO)C1CC1